3-methyl-2-oxo-1,2,3,4-tetrahydroquinazoline-7-carboxamide CN1C(NC2=CC(=CC=C2C1)C(=O)N)=O